N-(benzo[d][1,3]dioxol-5-yl)-N-(2-fluoro-4-(hydrazinecarbonyl)benzyl)methanesulfonamide O1COC2=C1C=CC(=C2)N(S(=O)(=O)C)CC2=C(C=C(C=C2)C(=O)NN)F